(R,S)-3-(3-bromo-1-((2-(trimethylsilyl)ethoxy)methyl)-1H-pyrazol-5-yl)-3-hydroxy-1-methylpyrrolidin-2-one BrC1=NN(C(=C1)[C@]1(C(N(CC1)C)=O)O)COCC[Si](C)(C)C